FC(OC1=C(C=C(C=C1)OC1=CC(=C(C=C1)C)C(N(C)C)=O)C1=NN(C=C1NC(=O)C=1C=NN2C1N=CC=C2)C[C@@H]2N(CCC2)C)F |r| N-[3-[2-(difluoromethoxy)-5-[3-(dimethylcarbamoyl)-4-methyl-phenoxy]phenyl]-1-[[rac-(2R)-1-methylpyrrolidin-2-yl]methyl]pyrazol-4-yl]pyrazolo[1,5-a]pyrimidine-3-carboxamide